2,6-dichlorophenoxy(pentamethylcyclopentadiene) titanium dichloride [Cl-].[Cl-].[Ti+2].ClC1=C(OC2(C(=C(C(=C2C)C)C)C)C)C(=CC=C1)Cl